(3R,5S,8R,9S,10S,13S,14S,17S)-10,13-dimethyl-17-(2-methyloxiran-2-yl)-2,3,4,5,6,7,8,9,11,12,14,15,16,17-tetradecahydro-1H-cyclopenta[a]phenanthren-3-ol C[C@]12[C@H]3CC[C@@]4([C@H](CC[C@H]4[C@@H]3CC[C@H]2C[C@@H](CC1)O)C1(OC1)C)C